tert-butyl 9-[1-(2,6-dioxopiperidin-3-yl)-3-methyl-2-oxo-1,3-benzodiazol-5-yl]-3,9-diazaspiro[5.5]undecane-3-carboxylate O=C1NC(CCC1N1C(N(C2=C1C=CC(=C2)N2CCC1(CCN(CC1)C(=O)OC(C)(C)C)CC2)C)=O)=O